CN[C@](CO)(C(=O)O)C1=NC(=NC(=N1)NC1=CC(=CC=C1)C(F)(F)F)NC1=CC(=CC=C1)C(F)(F)F methyl-2-(4,6-bis((3-(trifluoromethyl)phenyl)amino)-1,3,5-triazin-2-yl)-D-serine